N-Chloromethylamin ClNC